C(C=C)O[SiH](C1=C(C=C(C=C1C(C)C)C(C)C)C(C)C)C allyloxy-methyl-(2,4,6-tri-isopropyl-phenyl)silane